C(C)(C)[C@@H]1NC[C@H](N(C1)C(=O)OC(C)(C)C)C tert-butyl (2R,5S)-5-isopropyl-2-methylpiperazine-1-carboxylate